BrC=1C=CC(=C(C1)NC=1C=C(C=CC1)C(C)=O)[N+](=O)[O-] 1-(3-((5-bromo-2-nitrophenyl)amino)phenyl)ethan-1-one